3-nitro-N-(4-pyridyl)pyridin-2-amine [N+](=O)([O-])C=1C(=NC=CC1)NC1=CC=NC=C1